2-methyl-N-(6-(1-methyl-1H-pyrazol-4-yl)isoquinolin-3-yl)-2-(pyrrolidin-1-yl)propanamide CC(C(=O)NC=1N=CC2=CC=C(C=C2C1)C=1C=NN(C1)C)(C)N1CCCC1